C(C)(C)(C)OOC1(CC(CC(C1)C)(C)C)OOC(C)(C)C 1,1-bis(tert-Butylperoxy)-3,3,5-trimethylcyclohexan